FC(C1=CC=C(C=C1)C=1NC(C2=C(N1)CCSC2)=O)(F)F 2-(4-trifluoromethylphenyl)-7,8-dihydro-5H-thiopyrano[4,3-d]pyrimidine-4(3H)-one